CN(S(=O)=O)CC1=CC=C(C=C1)C1=NNC(C2=CC=CC=C12)=O N-methyl-N-(4-(4-oxo-3,4-dihydro-phthalazin-1-yl)benzyl)sulfonamide